tert-butyl ((cis)-3-((6-chloro-3-methylpyrazolo[1,5-a]pyrazin-4-yl)oxy)-3-methylcyclobutyl)carbamate ClC=1N=C(C=2N(C1)N=CC2C)OC2(CC(C2)NC(OC(C)(C)C)=O)C